2-(4-(4,4,5,5-tetramethyl-1,3,2-dioxaborolan-2-yl)-1h-pyrazol-1-yl)ethanol CC1(OB(OC1(C)C)C=1C=NN(C1)CCO)C